3-[3-[(E)-3-[4-[(1-Methylimidazol-2-yl)methoxy]phenyl]-3-oxoprop-1-enyl]phenoxy]propanoic acid CN1C(=NC=C1)COC1=CC=C(C=C1)C(/C=C/C=1C=C(OCCC(=O)O)C=CC1)=O